4-methoxy-2,3-dimethylbenzo[d]thiazol-3-ium iodide [I-].COC1=CC=CC2=C1[N+](=C(S2)C)C